[4-(5-methyl-[1,3]oxazolo[4,5-b]pyridin-2-yl)piperazin-1-yl]-[4-[1-[1-(trifluoromethyl)cyclopropyl]triazol-4-yl]phenyl]methanone CC1=CC=C2C(=N1)N=C(O2)N2CCN(CC2)C(=O)C2=CC=C(C=C2)C=2N=NN(C2)C2(CC2)C(F)(F)F